C=C(C(=O)O)CC=O 2-methylene-4-oxobutanoic acid